6-(2-bromoethoxy)-1-(2-hydroxy-2-methylpropyl)-1,2,3,4-tetrahydro-1,8-naphthyridin-2-one BrCCOC=1C=C2CCC(N(C2=NC1)CC(C)(C)O)=O